N1C[C@@H](CCC1)C1=CC=C(N)C=C1 (S)-4-(piperidine-3-yl)aniline